C[Si](C1C2CCC(C1)C2)(OC)OC 5-methyldimethoxysilylnorbornane